methyl-(trioxo)rhenium C[Re](=O)(=O)=O